C(C=C)(=O)OCCC[Si](O[Si](C)(C)C)(O[Si](C)(C)C)O[Si](C)(C)C 3-acryloxypropyl-tris(trimethylsiloxy)silane